C(C)(=O)C1=NN(C2=CC=C(C=C12)C=1C=NN(C1)C1=NC=C(C=N1)F)CC(=O)OC(C)(C)C tert-Butyl 2-(3-acetyl-5-(1-(5-fluoropyrimidin-2-yl)-1H-pyrazol-4-yl)-1H-indazol-1-yl)acetate